8-bromo-N-cyclopropyl-3-(5-(trifluoromethyl)-1,3,4-thiadiazol-2-yl)-N-((2-(trimethylmethylsilyl)ethoxy)methyl)-[1,2,4]triazolo[4,3-a]pyridin-6-sulfonamide BrC=1C=2N(C=C(C1)S(=O)(=O)N(COCC[SiH2]C(C)(C)C)C1CC1)C(=NN2)C=2SC(=NN2)C(F)(F)F